pyrimidine-4-carboxamide benzyl-(2S)-2-(cyanomethyl)-4-[6-[(3-methoxy-1-naphthyl)carbamoyl]-2-[[(2R)-1-methylpyrrolidin-2-yl]methoxy]pyrimidin-4-yl]piperazine-1-carboxylate C(C1=CC=CC=C1)OC(=O)N1[C@H](CN(CC1)C1=NC(=NC(=C1)C(NC1=CC(=CC2=CC=CC=C12)OC)=O)OC[C@@H]1N(CCC1)C)CC#N.N1=CN=C(C=C1)C(=O)N